OCCN1C(CCC1=O)=O N-(2-hydroxyethyl)succinimide